14(R,S)-[18F]fluoro-6-thia-heptadecanoic acid [18F][C@@H](CCCCCCCSCCCCC(=O)O)CCC |r|